titanium-cerium-calcium [Ca].[Ce].[Ti]